tert-Butyl (1-(5-bromo-3-(2,3-dichlorophenyl)-1H-pyrazolo[3,4-b]pyrazin-6-yl)-4-methylpiperidin-4-yl)carbamate BrC=1N=C2C(=NC1N1CCC(CC1)(C)NC(OC(C)(C)C)=O)NN=C2C2=C(C(=CC=C2)Cl)Cl